C(C)OC(C(=O)O)=CC1=CC=CC=C1 ethoxycinnamic acid